C1C2=C(C=CN2)NC1=O pyrrolopyrrolidinone